CN1CCC(CC1)C(=O)NC=1C=C2C(=NC1)NC=C2C2=CC=1C(=CN=CC1)S2 1-methyl-N-(3-(thieno[2,3-c]pyridin-2-yl)-1H-pyrrolo[2,3-b]pyridin-5-yl)piperidine-4-carboxamide